5-oxo-8-(trifluoromethyl)-4,5-dihydropyrazolo[1,5-a]pyrido[3,2-e]pyrimidine-3-carbonitrile O=C1NC=2N(C3=C1C=CC(=N3)C(F)(F)F)N=CC2C#N